C(#N)C1=CC=C(N1C)CC(=O)N 2-(5-cyano-1-methyl-1H-pyrrol-2-yl)acetamide